FC([C@H]1N(C(OC1)=C=O)C=1N=C2N(CCOC3=C2C=2CCCC2C(=C3)N[C@H](C(=O)N)C)C1)F (S)-2-((2-((S)-4-(difluoromethyl)-2-carbonyl-oxazolidin-3-yl)-5,6,11,12-tetrahydro-10H-imidazo[1,2-d]indeno[4,5-f][1,4]oxazepin-9-yl)amino)propanamide